C(C=C)NC(=S)NC1=C(C=CC=C1)N(C)C 1-allyl-3-(2-(dimethylamino)phenyl)thiourea